C[C@H]1N(CCOC1)C=1C=C(C=2N(N1)C(=NC2C)C2=CC=NN2)C=2C(=NC=CC2)C (R)-3-methyl-4-(5-methyl-4-(2-methylpyridin-3-yl)-7-(1H-pyrazol-5-yl)imidazo[1,5-b]pyridazin-2-yl)morpholine